[Si](C)(C)(C(C)(C)C)OC1C=C2CNCCC2S1 2-tert-butyldimethylsilyloxy-4,5,6,7a-tetrahydrothieno[3,2-c]pyridine